(R)-N-((S)-1-(2,3-Dihydrobenzofuran-6-yl)ethyl)-2-methylpropane-2-sulfinamide O1CCC2=C1C=C(C=C2)[C@H](C)N[S@](=O)C(C)(C)C